COC(=O)C1=NC(=C(N=C1N1CCC2(CC1)OC1=C([C@H]2N)C=CC=C1)N)SC1=C(C(=CC=C1)C=1OC=CN1)Cl (R)-5-amino-3-(3-amino-3H-spiro[benzofuran-2,4'-piperidine]-1'-yl)-6-((2-chloro-3-(oxazol-2-yl)phenyl)sulfanyl)pyrazine-2-carboxylic acid methyl ester